C(C)(C)(C)OC(=O)N1CC[C@@H](CCC1)C1=CC=C(C=C1)OC |r| (Rac)-4-(4-methoxyphenyl)azepane-1-carboxylic acid tert-butyl ester